ClC=1C=C2C(=NC(=NC2=C(C1C1=CC(=CC2=CC=CC=C12)O)F)OCCCN(C)C)N1C[C@H]2CC[C@@H](C1)N2C(=O)OC(C)(C)C tert-Butyl (1R,5S)-3-(6-chloro-2-(3-(dimethylamino) propoxy)-8-fluoro-7-((S or R)-3-hydroxynaphthalen-1-yl)quinazolin-4-yl)-3,8-diazabicyclo[3.2.1]octane-8-carboxylate